1,2,4-triazine-5-carbothioamide N1=NC=NC(=C1)C(N)=S